B(O)(O)O.C(C(=O)F)(=O)F difluorooxalic acid borate